(E)-3-(3,4-Dihydroxyphenyl)-1-(2,4,6-trimethoxyphenyl)prop-2-en-1-one OC=1C=C(C=CC1O)/C=C/C(=O)C1=C(C=C(C=C1OC)OC)OC